BrC1=C(C(=CC2=CC=CC=C12)C(=O)NNC=O)C 4-bromo-N'-formyl-3-methyl-2-naphthohydrazide